ClC(OC1=CC=C(C=C1)NC(=O)C=1C=C2CC(N(C2=C(C1)C1=CC=NN1)C(C)C)CO)(F)F N-(4-(chlorodifluoromethoxy)phenyl)-2-(hydroxymethyl)-1-isopropyl-7-(1H-pyrazol-5-yl)indoline-5-carboxamide